(3-methoxyphenyl)-1-(2-oxo-2-(1-oxo-2,8-diazaspiro[4.5]decan-8-yl)ethyl)piperidine-4-carboxamide COC=1C=C(C=CC1)C1N(CCC(C1)C(=O)N)CC(N1CCC2(CCNC2=O)CC1)=O